CC1CN=C(CC1)C1CC2(C1)CCC2 3-methyl-6-spiro[3.3]heptan-2-yl-2,3,4,5-tetrahydropyridine